4-(3-fluorophenyl)-1-(5-(isopropylsulfanyl)-4-(4-methylpiperidin-1-yl)thiazol-2-yl)-3-methyl-1H-pyrazole-5-carboxylic acid FC=1C=C(C=CC1)C=1C(=NN(C1C(=O)O)C=1SC(=C(N1)N1CCC(CC1)C)SC(C)C)C